The molecule is a polyanionic polymer obtained by deprotonation of the carboxy groups of [(1->2)-alpha-L-rhamnosyl-(1->4)-alpha-D-galacturonosyl]n; major species at pH 7.3. It is a polyanionic polymer and a carbohydrate acid anion. C[C@H]1[C@@H]([C@H]([C@H]([C@@H](O1)O[C@@H]2[C@@H]([C@H]([C@H](O[C@@H]2C(=O)[O-])O)O)O)O)O)O